(4-(3-((4-(4-(cyclopropylamino)-4-oxobutyl)-1-phenyl-1H-imidazol-2-yl) carbamoyl) phenyl)-1H-pyrazol-1-yl) methyl-methyl-carboxylate CCC(=O)ON1N=CC(=C1)C1=CC(=CC=C1)C(NC=1N(C=C(N1)CCCC(=O)NC1CC1)C1=CC=CC=C1)=O